2,4-diethyl-1,5-pentanediol dimethacrylate C(C(=C)C)(=O)OCC(CC(COC(C(=C)C)=O)CC)CC